C1(CCCCCCC1)[C@@H](C(NC1=CC=C2C(=C1)NC(C21CCOCC1)=O)=O)NC(=O)C=1C(=NOC1)C N-{(1S)-1-cyclooctyl-2-oxo-2-[(2-oxospiro[indoline-3,4'-tetrahydropyran]-6-yl)amino]-ethyl}-3-methylisoxazole-4-carboxamide